ClC1=C(C=CC=C1)CC(CC(=O)OC)=O methyl 4-(2-chlorophenyl)-3-oxobutyrate